C1(=CC=CC=C1)S(=O)(=O)O.N1C=NC(=C1)C(=O)N 1H-imidazole-4-carboxamide benzenesulfonate salt